(R)-N-(1-(2,2-Dimethyl-2,3-dihydrobenzofuran-4-yl)ethyl)-4-(3-fluoropyridin-4-yl)piperazine-1-carboxamide CC1(OC2=C(C1)C(=CC=C2)[C@@H](C)NC(=O)N2CCN(CC2)C2=C(C=NC=C2)F)C